BrCC1=NC(=CC=C1)CBr 2,6-Bis(bromomethyl)pyridine